4-{[(3R)-1-(cyanoacetyl)piperidin-3-yl]methoxy}-6-(propan-2-yloxy)quinoline-7-carboxamide C(#N)CC(=O)N1C[C@@H](CCC1)COC1=CC=NC2=CC(=C(C=C12)OC(C)C)C(=O)N